[C].[Ga] Gallium Carbon